FC(S(=O)(=O)C1=NC=CC=C1)(C1=CC=C(C=C1)OC)F 2-((difluoro(4-methoxyphenyl)methyl)sulfonyl)pyridine